CC(C)CC(C(=O)O)NC The molecule is a leucine derivative obtained by replacement of one of the amino hydrogens of leucine by a methyl group. It is a leucine derivative, a secondary amino compound and an amino acid.